COC1=NC(=CC=C1C1=C(C=CC(=C1)F)C1=NC(=NO1)C1=CC=C(C=C1)C=1N(C=C(N1)C(F)(F)F)C)OC 5-(2-(2,6-dimethoxypyridin-3-yl)-4-fluorophenyl)-3-(4-(1-methyl-4-(trifluoromethyl)-1H-imidazol-2-yl)phenyl)-1,2,4-oxadiazole